O=C(/C=C/C(=O)O)OC1(CCC1)C=1C=NC(=CC1)C(F)(F)F (E)-4-oxo-4-(1-(6-(trifluoromethyl)pyridin-3-yl)cyclobutoxy)but-2-enoic acid